CNC(=O)C1=CC(=CC=2C(COC21)C2=CC=CC=C2)C(=O)NC2=NN(N=C2)C N7-methyl-N5-(2-methyl-2H-1,2,3-triazol-4-yl)-3-phenyl-2,3-dihydrobenzofuran-5,7-dicarboxamide